ClC=1C=C(C=C(C1)Cl)C1(CC(=NO1)C=1C=CC(=C(C#N)C1)N1N=CN=C1)C(F)(F)F 5-[5-(3,5-dichlorophenyl)-5-triFluoromethyl-4,5-dihydroisoxazole-3-yl]-2-(1H-1,2,4-triazole-1-yl)benzonitrile